2'-oxo-1'-((2-(trimethylsilyl)ethoxy)methyl)-1',2',4,6-tetrahydrospiro[cyclopenta[d]Thiazole-5,3'-pyrrolo[2,3-b]pyridine]-2-carboxylic acid ethyl ester C(C)OC(=O)C=1SC2=C(N1)CC1(C(N(C3=NC=CC=C31)COCC[Si](C)(C)C)=O)C2